1,6-divinyl-perfluoro(hexane) C(=C)C(C(C(C(C(C(C=C)(F)F)(F)F)(F)F)(F)F)(F)F)(F)F